C([C@@H]1[C@H]([C@@H]([C@@H]([C@@H](O1)O)O[C@H]2[C@H]([C@H]([C@@H]([C@H](O2)CO)O)O)O[C@H]3[C@H]([C@H]([C@@H]([C@H](O3)CO)O)O)O)O)O)O The molecule is a linear mannotriose consisting of three D-mannose units joined by beta-(1->2)-linkages (with beta-configuration at the reducing-end anomeric centre). Present in the cell wall phosphomannan of Candida albicans. It has a role as an epitope. It is a beta-D-Manp-(1->2)-beta-D-Manp-(1->2)-D-Manp and a mannotriose.